O.[Mn](=O)(=O)(O)O manganic acid monohydrate